C=C(C(=O)[O-])C(=O)[O-].[Li+].[Li+] lithium methylenemalonate